(rac)-[2-Amino-4-(trifluoromethoxy)phenyl]-[4-(2-tetrahydrofuran-3-yl-5H-pyrrolo[2,3-b]pyrazin-7-yl)-1-piperidyl]methanone NC1=C(C=CC(=C1)OC(F)(F)F)C(=O)N1CCC(CC1)C1=CNC2=NC=C(N=C21)[C@@H]2COCC2 |r|